4-(2-(8-fluoro-2-methylimidazo[1,2-a]pyridin-6-yl)-4-oxo-4H-pyrido[1,2-a][1,3,5]triazin-7-yl)-1,4-diazacycloheptane-1-carboxylic acid tert-butyl ester C(C)(C)(C)OC(=O)N1CCN(CCC1)C=1C=CC=2N(C(N=C(N2)C=2C=C(C=3N(C2)C=C(N3)C)F)=O)C1